ClC=1C(=CC(=C(C(=O)NC=2C=NNC(C2)=O)C1)OC1=C(C=C(C=C1)F)OC(F)(F)F)C(F)(F)F 5-chloro-2-(4-fluoro-2-(trifluoromethoxy)phenoxy)-N-(6-oxo-1,6-dihydropyridazin-4-yl)-4-(trifluoromethyl)benzamide